dimethyl-(2-acryloyloxyethyl)(2-sulfoethyl)ammonium C[N+](CCS(=O)(=O)O)(CCOC(C=C)=O)C